BrC1=CN=C2N1N=C(C=C2)C(=O)O 3-bromoimidazo[1,2-b]pyridazine-6-carboxylic acid